FC1(CCC(CC1)C(NC(=O)C1=NON=C1C(C)C)C=1OC2=C(N1)C=C(C=C2)C(COC)N2C(NC(C2)C(F)(F)F)=O)F N-((4,4-Difluorocyclohexyl)(5-(2-methoxy-1-(2-oxo-4-(trifluoromethyl)imidazolidin-1-yl)ethyl)benzo[d]oxazol-2-yl)methyl)-4-isopropyl-1,2,5-oxadiazole-3-carboxamide